(10-(phenyl-d5)anthracen-9-yl)boronic acid C1(=C(C(=C(C(=C1[2H])[2H])[2H])[2H])[2H])C1=C2C=CC=CC2=C(C2=CC=CC=C12)B(O)O